4-(benzyloxy)-3-phenoxybenzaldehyde C(C1=CC=CC=C1)OC1=C(C=C(C=O)C=C1)OC1=CC=CC=C1